3-(4-carboxyphenyl)-7-isopropyl-1H-indole-2-carboxylic acid C(=O)(O)C1=CC=C(C=C1)C1=C(NC2=C(C=CC=C12)C(C)C)C(=O)O